tri(3-hydroxypropyl) borate B(OCCCO)(OCCCO)OCCCO